BrC1=CC(=C(C(=O)N[C@H](C)C2=CC=CC3=CC=CC=C23)C=C1)NCCC (R)-4-Bromo-N-[1-(naphthalen-1-yl)ethyl]-2-(propylamino)benzamide